CN1CC(C1)(C)[C@@](C=1C=C(C=NC1)CCC1CCN(CC1)C(C)=O)(C1=CC=C(C=C1)C(C)C)O 1-[4-(2-{5-[(R)-(1,3-Dimethyl-azetidin-3-yl)-hydroxy-(4-isopropyl-phenyl)-methyl]-pyridin-3-yl}-ethyl)-piperidin-1-yl]-ethanone